p-phenylenedimethanol C1=CC(=CC=C1CO)CO